FC(CCN1N=NC(=C1)C(=O)NC)CN1N=NC(=C1)C(NCC=1C=NC2=CC=CC=C2C1)=O 1-(3-fluoro-4-{4-[(quinolin-3-ylmethyl)carbamoyl]-1H-1,2,3-triazol-1-yl}butyl)-N-methyl-1H-1,2,3-triazole-4-carboxamide